C1(CC1)[C@@H](CO)NC(=O)C=1C(N(N=C(C1)C1=CC=C(C=C1)C(F)(F)F)C=1C=NSC1)=O N-[(1S)-1-cyclopropyl-2-hydroxyethyl]-3-oxo-2-(1,2-thiazol-4-yl)-6-[4-(trifluoromethyl)phenyl]-2,3-dihydropyridazine-4-carboxamide